C(C)(C)OC1=C(N=CC=2N1N=C(N2)N[C@@H]2[C@@H](CN(CC2)CCC=O)C)C=2C=NNC2 3-((3R,4S)-4-((5-isopropoxy-6-(1H-pyrazol-4-yl)-[1,2,4]triazolo[1,5-a]pyrazin-2-yl)amino)-3-methylpiperidin-1-yl)propanal